2-(4-{1-[(trimethylsilyl)methyl]-1,2,3-triazacyclopentan-4-yl}bicyclo[2.2.2]octan-1-yl)-3,4-dihydrothieno[3,2-d]pyrimidin-4-one C[Si](C)(C)CN1NNC(C1)C12CCC(CC1)(CC2)C=2NC(C1=C(N2)C=CS1)=O